Cl.Cl.BrC=1C=CC(=NC1)CN (5-bromo-2-pyridinyl)methylamine dihydrochloride